(1R,4S)-4-({5-[N-(2-cyclopropyl-4-iodo-5-methylphenyl)but-2-ynamido]-1-methylpyrazolo[4,3-b]pyridin-3-yl}oxy)-2,2-dimethylcyclohexane-1-carboxylic acid C1(CC1)C1=C(C=C(C(=C1)I)C)N(C(C#CC)=O)C1=CC=C2C(=N1)C(=NN2C)O[C@@H]2CC([C@@H](CC2)C(=O)O)(C)C